trans-3-((Cyclopropylmethyl)amino)-5-(4-hydroxycyclohexyl)-8-((1-(pyridin-4-yl)piperidin-4-yl)methyl)pyrimido[4,5-c]isoquinolin-6(5H)-one C1(CC1)CNC=1N=CC2=C(N(C(C=3C=C(C=CC23)CC2CCN(CC2)C2=CC=NC=C2)=O)[C@@H]2CC[C@H](CC2)O)N1